3-((3,5-dichloro-4-((2a-methyl-2-oxo-1,2,2a,3,4,5-hexahydrobenzo[cd]indol-6-yl)oxy)phenoxy)methyl)-1,2,4-oxadiazol-5(4H)-one ClC=1C=C(OCC2=NOC(N2)=O)C=C(C1OC1=C2C=3C(C(NC3C=C1)=O)(CCC2)C)Cl